N-(4-((2-chloro-3-(2-nitrophenoxy)pyridin-4-yl)oxy)phenyl)acetamide ClC1=NC=CC(=C1OC1=C(C=CC=C1)[N+](=O)[O-])OC1=CC=C(C=C1)NC(C)=O